O.S(=O)(=O)(O)CCS(=O)(=O)O monoedisylate monohydrate